2-(2-Diazo-2-phenylacetoxy)ethylmethacrylate [N+](=[N-])=C(C(=O)OCCOC(C(=C)C)=O)C1=CC=CC=C1